OC(CN1C=NC2=C(C1=O)C=C(N=C2C=2C=NSC2)C=2C=NC(=CC2)C(F)(F)F)(C)C 3-(2-hydroxy-2-methylpropyl)-8-(isothiazol-4-yl)-6-(6-(trifluoromethyl)pyridin-3-yl)pyrido[3,4-d]pyrimidin-4(3H)-one